NC1=NC=CC2=C1CCC2(CC)NC(C)=O N-(1-amino-5-ethyl-6,7-dihydro-5H-cyclopenta[c]pyridin-5-yl)acetamide